(R)-2-((1-(2-(4,4-dimethylpiperidin-1-yl)-3,6-dimethyl-4-oxo-4H-chromen-8-yl)ethyl)amino)benzoic acid CC1(CCN(CC1)C=1OC2=C(C=C(C=C2C(C1C)=O)C)[C@@H](C)NC1=C(C(=O)O)C=CC=C1)C